5-chloro-1'-(2-{[1-(3-hydroxy-3-methylcyclobutyl)-7-(trifluoromethyl)-1H-1,3-benzodiazol-5-yl]oxy}(1,1,2,2-2H4)ethyl)-1,2-dihydrospiro[indole-3,4'-piperidin]-2-one ClC=1C=C2C(=CC1)NC(C21CCN(CC1)C(C([2H])([2H])OC1=CC2=C(N(C=N2)C2CC(C2)(C)O)C(=C1)C(F)(F)F)([2H])[2H])=O